benzyl (3s,5r)-4-(3-((5-((3-amino-3-oxopropyl) (methoxycarbonyl) amino) pyridin-2-yl) oxy) propyl)-3,5-dimethylpiperazine-1-carboxylate NC(CCN(C=1C=CC(=NC1)OCCCN1[C@H](CN(C[C@H]1C)C(=O)OCC1=CC=CC=C1)C)C(=O)OC)=O